3-(6-(((3R,4R)-1-(4-([1,2,4]triazolo[1,5-a]pyridin-6-ylamino)-5-chloropyrimidin-2-yl)-3-methylpiperidin-4-yl)amino)-1-methyl-1H-indazol-3-yl)piperidine-2,6-dione N=1C=NN2C1C=CC(=C2)NC2=NC(=NC=C2Cl)N2C[C@H]([C@@H](CC2)NC2=CC=C1C(=NN(C1=C2)C)C2C(NC(CC2)=O)=O)C